3-benzylidene-6-((5-cyclopropyl-1-(3-morpholinyl)propylimidazol-4-yl)methylene)piperazine C(C1=CC=CC=C1)=C1CNC(CN1)=CC=1N=C(NC1C1CC1)C(CC)C1NCCOC1